C12N(C3CC(CC(C1)C3)C2)C=2C(=NC3=CC(=CC(=C3N2)[C@@H](C)NC=2C(=NC(=CC2)Cl)C(=O)O)C)C#N (R)-3-((1-(3-(2-azaadamantan-2-yl)-2-cyano-7-methylquinoxalin-5-yl)ethyl)amino)-6-chloropicolinic acid